1-(1-(2-fluoroacryloyl)azetidin-3-yl)-3-(4-(trifluoromethyl)phenyl)quinolin-2(1H)-one FC(C(=O)N1CC(C1)N1C(C(=CC2=CC=CC=C12)C1=CC=C(C=C1)C(F)(F)F)=O)=C